ClC1=CC(=C(C(=N1)N[C@H](C)C1=C(C=C(C=C1)Cl)Cl)[N+](=O)[O-])C (R)-6-chloro-N-(1-(2,4-dichlorophenyl)ethyl)-4-methyl-3-nitropyridin-2-amine